Oxalonitrile C(C#N)#N